CC1=C(C=NC=C1)C1=CC(=NC(=C1)OC(F)(F)F)C(=O)NC=1SC=C(N1)C 4-Methyl-N-(4-methylthiazol-2-yl)-6'-(trifluoromethoxy)-[3,4'-bipyridine]-2'-carboxamide